N-(5-(7-chlorobenzo[d][1,3]dioxol-5-yl)-1-(2-methoxypropyl)-1H-pyrazolo[3,4-b]pyridin-3-yl)-3,3-dimethylbutanamide ClC1=CC(=CC2=C1OCO2)C=2C=C1C(=NC2)N(N=C1NC(CC(C)(C)C)=O)CC(C)OC